N[C@@H](CN(O)N=O)C(=O)O L-alanosine